CN1CCC(CC1)OC=1C=C2C(=NC1)NC(N2C2CCN(CC2)C(C2=CC=C(C=C2)OC(F)(F)F)=O)=O 6-[(1-methyl-4-piperidyl)oxy]-1-[1-[4-(trifluoromethoxy)benzoyl]-4-piperidyl]-3H-imidazo[4,5-b]pyridin-2-one